3-bromo-2,2-bis(fluoromethyl)-7-((triisopropylsilyl)oxy)chroman-4-ol BrC1C(OC2=CC(=CC=C2C1O)O[Si](C(C)C)(C(C)C)C(C)C)(CF)CF